3-chloro-4-(1-(3-cyanopyridin-2-yl)-5-(3,5-dimethylisoxazol-4-yl)-1H-pyrrolo[2,3-b]pyridin-3-yl)-5-cyclopropoxybenzoic acid ClC=1C=C(C(=O)O)C=C(C1C1=CN(C2=NC=C(C=C21)C=2C(=NOC2C)C)C2=NC=CC=C2C#N)OC2CC2